6-(2,5-dioxopyrrol-1-yl)-N-[(1S)-1-{[(1S)-1-{[4-(hydroxymethyl)phenyl]carbamoyl}ethyl]carbamoyl}-2-methylpropyl]hexanamide O=C1N(C(C=C1)=O)CCCCCC(=O)N[C@@H](C(C)C)C(N[C@@H](C)C(NC1=CC=C(C=C1)CO)=O)=O